3-(2-oxa-6-azaspiro[3.3]heptan-6-yl)propanoate C1OCC12CN(C2)CCC(=O)[O-]